2-((4-methylphenyl)sulfonylamino)-N-(4-(3-nitrophenyl)thiazol-2-yl)benzamide CC1=CC=C(C=C1)S(=O)(=O)NC1=C(C(=O)NC=2SC=C(N2)C2=CC(=CC=C2)[N+](=O)[O-])C=CC=C1